C1(C=CC=C1)=CC(CC)C1C2=CC=CC=C2C=2C=CC=CC12 9-(1-Cyclopenta-2,4-dienylidenemethyl-propyl)-9H-fluorene